(4-(3,5-difluorobenzyl)-2-methylphenyl)-N-ethyl-N-methylformamidine FC=1C=C(CC2=CC(=C(C=C2)C(=N)N(C)CC)C)C=C(C1)F